C(C)(C)(C)OC(=O)N1C(=C(C2=NC=C(C=C21)F)CC2=CC=C(C=C2)S(N(C)C)(=O)=O)C 3-(4-(N,N-dimethylsulfamoyl)benzyl)-6-fluoro-2-methyl-1H-pyrrolo[3,2-b]Pyridine-1-carboxylic acid tert-butyl ester